CCCCCCCCCCCCCCCCCCCCCCCCCCCCCCCCCC Tetratriacontan